COC=1C=C(CO)C=C(C1OCC1CC(C(C(C1)OCCCCCCCCCCCCCCCCCC)OCCCCCCCCCCCCCCCCCC)OCCCCCCCCCCCCCCCCCC)OC 3,5-dimethoxy-4-[3',4',5'-tris(octadecyloxy)cyclohexylmethyloxy]benzyl alcohol